2-{[2-(4-fluorophenyl)-2-methylpropyl]amino}-7-(methylsulfonyl)-5,6,7,8-tetrahydropyridino[3,4-d]pyrimidine FC1=CC=C(C=C1)C(CNC=1N=CC2=C(N1)CN(CC2)S(=O)(=O)C)(C)C